ClC1=NC=CC=C1C1=CC=C(C=C1)S(=O)(=O)NCCN1CCC(CC1)CN1N=NC(=C1)C1=C(NC2=CC=C(C=C12)F)C(=O)C1CC1 4-(2-Chloropyridin-3-yl)-N-(2-(4-((4-(2-(cyclopropanecarbonyl)-5-fluoro-1H-indol-3-yl)-1H-1,2,3-triazol-1-yl)methyl)piperidin-1-yl)ethyl)benzenesulfonamide